2-amino-N-isopropyl-5-(2-methyl-4-(2-(p-tolyl)acetamido)phenyl)nicotinamide (S)-tert-butyl-(5,6-diaminohexyl)carbamate C(C)(C)(C)N(C(O)=O)CCCC[C@@H](CN)N.NC1=C(C(=O)NC(C)C)C=C(C=N1)C1=C(C=C(C=C1)NC(CC1=CC=C(C=C1)C)=O)C